N,N'-diphenylmethyl-ethylenediamine C1(=CC=CC=C1)CNCCNCC1=CC=CC=C1